methyl 3-[5-[(3R)-3-amino-5-[(4-chlorophenyl)methyl]-8-fluoro-1,1,4-trioxo-2,3-dihydro-1lambda6,5-benzothiazepin-7-yl]-1,3,4-oxadiazol-2-yl]azetidine-1-carboxylate N[C@H]1CS(C2=C(N(C1=O)CC1=CC=C(C=C1)Cl)C=C(C(=C2)F)C2=NN=C(O2)C2CN(C2)C(=O)OC)(=O)=O